CC1=C(C(=CC=C1)C)C1=NC=2NS(C3=CC=CC(C(NC4CCN(CC4OC(=C1)N2)C(=O)OC(C)(C)C)=O)=C3)(=O)=O tert-butyl 20-(2,6-dimethylphenyl)-10,16,16-trioxo-2-oxa-16λ6-thia-5,9,17,19,22-pentaazatetracyclo[16.3.1.111,15.03,8]tricosa-1(21),11(23),12,14,18(22),19-hexaene-5-carboxylate